6-[[4-fluoro-2-(4-methyl-1,2,5-oxadiazol-3-yl)benzimidazol-1-yl]methyl]pyridazine-3-carbonitrile FC1=CC=CC=2N(C(=NC21)C2=NON=C2C)CC2=CC=C(N=N2)C#N